7-bromo-N-(2,4-dimethoxybenzyl)-5H-pyrrolo[3,2-d]pyrimidin-4-amine BrC1=CNC2=C1N=CN=C2NCC2=C(C=C(C=C2)OC)OC